(3'-(3-bromopropoxy)-2,2'-dimethyl-[1,1'-biphenyl]-3-yl)methanol 1-(tert-butyl)3-methyl-(5R)-5-methyl-2-oxopyrrolidine-1,3-dicarboxylate C(C)(C)(C)C1C(C(N([C@@H]1C)C(=O)OCC=1C(=C(C=CC1)C1=C(C(=CC=C1)OCCCBr)C)C)=O)(C(=O)O)C